FC(C)(F)C1=CC=CC(=N1)C1=NC(=NC(=N1)NC1=CC(=NC=C1)C(F)F)NC(C)C [6-(1,1-difluoro-ethyl)-pyridin-2-yl]-N-(2-difluoromethyl-pyridin-4-yl)-N'-isopropyl-[1,3,5]triazine-2,4-diamine